tert-butyl (R)-2-(((1-methyl-5-(2-((5-(trifluoromethyl)pyrazin-2-yl)amino)pyrazolo[1,5-a]pyridin-5-yl)-1H-pyrazol-4-yl)oxy)methyl)azetidine-1-carboxylate CN1N=CC(=C1C1=CC=2N(C=C1)N=C(C2)NC2=NC=C(N=C2)C(F)(F)F)OC[C@@H]2N(CC2)C(=O)OC(C)(C)C